ClC1=C(C=CC(=C1)Cl)C=1CCCC2=C(C1C1=CC=C(C=C1)O[C@@H]1CN(CC1)CCCF)C=CC(=C2)C=2C=C(C(=O)OC)C=CC2 methyl (S)-3-(8-(2,4-dichlorophenyl)-9-(4-((1-(3-fluoropropyl)pyrrolidin-3-yl)oxy)phenyl)-6,7-dihydro-5H-benzo[7]annulen-3-yl)benzoate